diethyl (2-((4-(((tert-butyldimethylsilyl)oxy)methyl)-3-fluorophenyl)amino)-2-oxoethyl)phosphonate [Si](C)(C)(C(C)(C)C)OCC1=C(C=C(C=C1)NC(CP(OCC)(OCC)=O)=O)F